C(C)(C)(C)S(=O)(=O)C=1C(=CC=2N(C1)C(=CN2)I)OCCCC 4-((6-(tert-butylsulfonyl)-3-iodoimidazo[1,2-a]pyridin-7-yl)oxy)butan